NNC1=NC(=NC(=N1)N)N Aminomelamine